6-cyclopropaneamido-4-{[4-(1,3-dimethyl-1H-pyrazol-4-yl)-3-methoxypyridin-2-yl]amino}-N-(2H3)methylpyridazine-3-carboxamide C1(CC1)C(=O)NC1=CC(=C(N=N1)C(=O)NC([2H])([2H])[2H])NC1=NC=CC(=C1OC)C=1C(=NN(C1)C)C